ClC1=C(C=CC2=C1C(=NC(C(=N2)N)C)C2=C(C=CC=C2F)F)Cl 6,7-dichloro-5-(2,6-difluorophenyl)-3-methyl-3H-1,4-benzodiazepin-2-amine